Sodium 2,3-bis((4-hydroxybutanoyl)oxy)propyl ((R)-2,3-bis(tetradecanoyloxy)propyl) phosphate P(=O)(OCC(COC(CCCO)=O)OC(CCCO)=O)(OC[C@@H](COC(CCCCCCCCCCCCC)=O)OC(CCCCCCCCCCCCC)=O)[O-].[Na+]